8-fluoro-4-(1-methyl-diazabicyclo[3.2.1]oct-3-yl)pyridin FC1C2(NN(CC1CC2)C2=CC=NC=C2)C